C(C)(C)(C)OC(=O)N([C@H](C(=O)O)CCC#N)C (S)-2-((tert-butoxycarbonyl)(methyl)amino)-4-cyanobutanoic acid